ClC1=C(C=C(C=C1)C(F)(F)F)C1=NNC=C1 3-(2-chloro-5-(trifluoromethyl)phenyl)-1H-pyrazole